(2'-aminobiphenyl-2-yl)palladium (II) methanesulfonate CS(=O)(=O)[O-].NC1=C(C=CC=C1)C1=C(C=CC=C1)[Pd+]